O=C1N(CC2=CC(=CC=C12)O[C@@H]1CN(CC1)CC1=CC=NC2=CC=CC=C12)C1C(NC(CC1)=O)=O.[N].[Ga] gallium nitrogen 3-(1-Oxo-5-(((S)-1-(quinolin-4-ylmethyl)pyrrolidin-3-yl)oxy)isoindolin-2-yl)piperidine-2,6-dione